(S)-N-(4-((5-(1-((Tert-butyldimethylsilyl)oxy)-2,2,2-trifluoroethyl)-4-methoxy-1-methyl-1H-indazol-3-yl)amino)-5-propionylpyridin-2-yl)cyclopropanecarboxamide [Si](C)(C)(C(C)(C)C)O[C@H](C(F)(F)F)C=1C(=C2C(=NN(C2=CC1)C)NC1=CC(=NC=C1C(CC)=O)NC(=O)C1CC1)OC